6-((4-(2,4-difluorophenyl)piperazin-1-yl)methyl)-3-ethylthieno[2,3-d]pyrimidine-2,4(1H,3H)-dione FC1=C(C=CC(=C1)F)N1CCN(CC1)CC1=CC2=C(NC(N(C2=O)CC)=O)S1